BrC1=C(SC=C1)C1NC2=CC=CC=C2C(N1)=O 2-(3-bromothiophene-2-yl)-2,3-dihydroquinazolin-4(1H)-one